The molecule is a dihydroxyindole that is indole-2-carboxylic acid substituted by hydroxy groups at positions 5 and 6. It has a role as a mouse metabolite. It is a conjugate acid of a 5,6-dihydroxyindole-2-carboxylate. It is a tautomer of a dopachrome. C1=C2C=C(NC2=CC(=C1O)O)C(=O)O